(1s,3r)-N-{[3-(4-{[(3S,4R)-3-fluoro-1-methylpiperidin-4-yl]amino}-1-(2,2,2-trifluoroethyl)-1H-indol-2-yl)-1,2,4-oxadiazol-5-yl]methyl}-3-methylcyclobutane-1-carboxamide F[C@H]1CN(CC[C@H]1NC1=C2C=C(N(C2=CC=C1)CC(F)(F)F)C1=NOC(=N1)CNC(=O)C1CC(C1)C)C